5-(6-(((3aR,5s,6aS)-2-(cyclohexylmethyl)octahydrocyclopenta[c]pyrrol-5-yl)amino)pyridazin-3-yl)-1-methylpyridin-2(1H)-one C1(CCCCC1)CN1C[C@@H]2[C@H](C1)CC(C2)NC2=CC=C(N=N2)C=2C=CC(N(C2)C)=O